ethylene 2,5-thiophenedicarboxylate S1C2=CC=C1C(=O)OCCOC2=O